BrC1=C(C(=C(C(=O)OC)C=C1)F)C methyl 4-bromo-2-fluoro-3-methyl-benzoate